cetyl-dimethylamine C(CCCCCCCCCCCCCCC)N(C)C